N1N=CC2=C(C=CC=C12)CN1N=CC2=C(C1=O)N(C1=C2SC(=N1)CNC)C 6-((1H-indazol-4-yl)methyl)-4-methyl-2-((methylamino)methyl)-4,6-dihydro-5H-thiazolo[5',4':4,5]pyrrolo[2,3-d]pyridazin-5-one